FC1=CC(=C(C=C1)C=1C2=C(C(=NC1C=1OC3=C(CN(CC3)C(C=C)=O)N1)C=1C=C3CCN(CC3=CC1)C(=O)OC(C)(C)C)C=CS2)OC tert-butyl 6-[7-(4-fluoro-2-methoxy-phenyl)-6-(5-prop-2-enoyl-6,7-dihydro-4H-oxazolo[4,5-c]pyridin-2-yl)thieno[3,2-c]pyridin-4-yl]-3,4-dihydro-1H-isoquinoline-2-carboxylate